2-[[4-fluoro-2-(trifluoromethyl)phenyl]methyl]-2,6-diazaspiro[3.3]heptane FC1=CC(=C(C=C1)CN1CC2(C1)CNC2)C(F)(F)F